(4S)-4-({(1R)-2-[4,6-bis(trifluoromethyl)-1,3,5-triazin-2-yl]-6-chloro-2,3,4,9-tetrahydro-1H-pyrido[3,4-b]indol-1-yl}methyl)-1,3-dioxolan-2-one FC(C1=NC(=NC(=N1)C(F)(F)F)N1[C@@H](C=2NC3=CC=C(C=C3C2CC1)Cl)C[C@@H]1OC(OC1)=O)(F)F